perfluoropropyl-dichlorosilane F[Si](Cl)(Cl)C(C(C(F)(F)F)(F)F)(F)F